C(C)(C)(C)OC(CC1OC(OC(C1)C=O)(C)C)=O 6-formyl-2,2-dimethyl-1,3-dioxane-4-acetic acid tert-butyl ester